NC=1N=C(C2=C(N1)C=C(S2)C2=CC=NN2)N[C@@H]2C[C@H](CC2)O (1S,3S)-3-((2-amino-6-(1H-pyrazol-5-yl)thieno[3,2-d]pyrimidin-4-yl)amino)cyclopentanol